NC([C@H](CCC(=O)O)N1C(C2=CC=C(C=C2C1)C[C@@H]1[C@H]([C@H](CCC1)O[Si](C1=CC=CC=C1)(C1=CC=CC=C1)C(C)(C)C)NC1CCCCC1)=O)=O |o1:18,19,20| (S)-5-amino-4-(5-(((1R,2R,3S)-rel-3-((tert-butyldiphenylsilyl)oxy)-2-(cyclohexylamino)cyclohexyl)methyl)-1-oxoisoindolin-2-yl)-5-oxopentanoic acid